2-chloro-N-methylethanamine, hydrochloride Cl.ClCCNC